NC1=C(C=CC(=C1)F)N1CCC(CC1)NC(OC(C)(C)C)=O t-butyl (1-(2-amino-4-fluorophenyl)piperidin-4-yl)carbamate